CO[Al](C)C monomethoxydimethylaluminum